CS(=O)(=O)OCCC1CC(CCC1)(O)CC 2-(3-Ethyl-3-hydroxycyclohexyl)ethyl methanesulfonate